CC1=CC2=C(S1)CCC2 5-methylpropanothiophene